C(C)(C)(C)OC(=O)N1[C@@H](COCC1)C=1C=C(C=C2CCN(CC12)C(=O)C=1C=NN(C1)C1CC1)C=1C=C2C(=NC1)NC=C2C (R)-3-(2-(1-cyclopropyl-1H-pyrazole-4-carbonyl)-6-(3-methyl-1H-pyrrolo[2,3-b]pyridin-5-yl)-1,2,3,4-tetrahydroisoquinolin-8-yl)morpholine-4-carboxylic acid tert-butyl ester